ClC=1C=C(C=NC1N1N=CC=N1)NC(=O)C=1C=NN(C1C(F)(F)F)C1=CN=C(C2=CC=CC=C12)OCC N-(5-Chloro-6-(2H-1,2,3-triazol-2-yl)pyridin-3-yl)-1-(1-ethoxyisochinolin-4-yl)-5-(trifluoromethyl)-1H-pyrazol-4-carboxamid